2-(6-azaspiro[2.5]octan-6-yl)-6-(2-fluoro-1,3-dihydroxy-2-propanyl)-N-(6-((2R)-2-methyl-4-morpholinyl)-2-pyridinyl)-3-pyridinecarboxamide C1CC12CCN(CC2)C2=NC(=CC=C2C(=O)NC2=NC(=CC=C2)N2C[C@H](OCC2)C)C(CO)(CO)F